8-chloro-6H,7H-chromeno[4,3-b]benzopyran-6,7-dione ClC1=CC=CC2=C1C(C1=C(O2)C2=CC=CC=C2OC1=O)=O